C1(=CC=C(C=C1)C[C@@](C(=O)O)(C=1N=CSC1)OC[C@H]1O[C@H]([C@H]([C@@H]1O)F)N1C2=NC(=NC(=C2N=C1)N)Cl)C1=CC=CC=C1 (S)-3-([1,1'-biphenyl]-4-yl)-2-(((2R,3R,4S,5R)-5-(6-amino-2-chloro-9H-purin-9-yl)-4-fluoro-3-hydroxytetrahydrofuran-2-yl)methoxy)-2-(thiazol-4-yl)propanoic acid